C(C)(C)(C)OC(=O)N(C(OC(C)(C)C)=O)C=1N=NC(=C(C1)C(F)(F)F)C=C tert-butyl (tert-butoxycarbonyl)(5-(trifluoromethyl)-6-vinylpyridazin-3-yl)carbamate